L-Gamma-Glutamyl-L-Cysteinyl-Glycine N[C@@H](CCC(=O)N[C@@H](CS)C(=O)NCC(=O)O)C(=O)O